(2S,4S)-4-tritylthio-pyrrolidine-2-carboxylic acid C(C1=CC=CC=C1)(C1=CC=CC=C1)(C1=CC=CC=C1)S[C@H]1C[C@H](NC1)C(=O)O